ClC=1C(=C2C(=NC1C)ON=C2NC(OC2=CC=C(C=C2)F)=O)C 4-Fluorophenyl (5-chloro-4,6-dimethylisoxazolo[5,4-b]pyridin-3-yl)carbamate